C(CCC)(=O)OO n-butaneperoxoic acid